1-(3,5-Bis-trifluoromethylphenyl)-3-[3-(4-chloro-2-methyl-2H-pyrazol-3-yl)-4-methoxy-phenyl]-urea FC(C=1C=C(C=C(C1)C(F)(F)F)NC(=O)NC1=CC(=C(C=C1)OC)C=1N(N=CC1Cl)C)(F)F